N-(4-{[3-({2-[(tert-butyldimethylsilyl)oxy]ethyl}sulfanyl)-6-(5-chloro-2-fluorophenyl)pyridazin-4-yl]amino}pyridin-2-yl)-3,3-dimethoxycyclobutane-1-carboxamide [Si](C)(C)(C(C)(C)C)OCCSC=1N=NC(=CC1NC1=CC(=NC=C1)NC(=O)C1CC(C1)(OC)OC)C1=C(C=CC(=C1)Cl)F